N-((S)-3-(Bicyclo[1.1.1]pentan-1-yl)-1-(2-((R)-2-chloro-2-fluoroacetyl)-2-(((S)-2-oxopyrrolidin-3-yl)methyl)hydrazineyl)-1-oxopropan-2-yl)-5-(trifluoromethyl)isoxazole-3-carboxamide C12(CC(C1)C2)C[C@@H](C(=O)NN(C[C@H]2C(NCC2)=O)C([C@H](F)Cl)=O)NC(=O)C2=NOC(=C2)C(F)(F)F